Dimethylglycine sodium salt [Na+].CN(CC(=O)[O-])C